4-[5-(3-[[(methylsulfanyl)methanethioyl]oxy]oxetan-3-yl)-3-(trifluoromethyl)pyrazol-1-yl]benzonitrile CSC(=S)OC1(COC1)C1=CC(=NN1C1=CC=C(C#N)C=C1)C(F)(F)F